methoxymethyl 4-((4-(benzyloxy)-2-methoxy-6-methylbenzoyl)oxy)-3-fluoro-2,5,6-trimethylbenzoate C(C1=CC=CC=C1)OC1=CC(=C(C(=O)OC2=C(C(=C(C(=O)OCOC)C(=C2C)C)C)F)C(=C1)C)OC